O[C@@H]1[C@@H]([C@H](CC1)N1C(C(=CC2=C1N=C(N=C2)NC2CCN(CC2)S(=O)(=O)C)C([2H])([2H])[2H])=O)C (+)-8-((1S,2R,3S)-3-hydroxy-2-methylcyclopentyl)-6-(methyl-d3)-2-((1-(methylsulfonyl)piperidin-4-yl)amino)pyrido[2,3-d]pyrimidin-7(8H)-one